C(C)(=O)N1CCC(CC1)NC=1C=C2CCN(C(C2=CC1)=O)C[C@@H](CN1CC2=CC=CC=C2CC1)O 6-[(1-acetyl-4-piperidyl)amino]-2-[(2R)-3-(3,4-dihydro-1H-isoquinolin-2-yl)-2-hydroxy-propyl]-3,4-dihydroisoquinolin-1-one